C(C1=CC=CC=C1)C1=NN=C(O1)CC1=C(N=NN1C)C1=CC=C(C(=N1)C)O[C@@H]1C[C@H](CCC1)C(=O)O (1S,3S)-3-((6-(5-((5-benzyl-1,3,4-oxadiazol-2-yl)methyl)-1-methyl-1H-1,2,3-triazol-4-yl)-2-methylpyridin-3-yl)oxy)cyclohexane-1-carboxylic acid